(S)-2-((tert-Butoxycarbonyl)amino)-3-(5-chloro-1H-indol-3-yl)propanoic acid C(C)(C)(C)OC(=O)N[C@H](C(=O)O)CC1=CNC2=CC=C(C=C12)Cl